β-D-Fucose O[C@H]1[C@H](O)[C@@H](O)[C@@H](O)[C@H](O1)C